cis-rac-tert-butyl (3R,4S)-4-((7-bromo-4-oxo-3,4-dihydroquinazolin-6-yl)amino)-3-fluoropiperidine-1-carboxylate BrC1=C(C=C2C(NC=NC2=C1)=O)N[C@@H]1[C@@H](CN(CC1)C(=O)OC(C)(C)C)F |r|